tert-butyl (1R,5S,7s)-7-((4-(2-((6-(ethoxycarbonyl)pyridazin-3-yl)amino)pyrazolo[1,5-a]pyridin-5-yl)-6-methylpyridin-3-yl)oxy)-3-oxa-9-azabicyclo[3.3.1]nonane-9-carboxylate C(C)OC(=O)C1=CC=C(N=N1)NC1=NN2C(C=C(C=C2)C2=C(C=NC(=C2)C)OC2C[C@H]3COC[C@@H](C2)N3C(=O)OC(C)(C)C)=C1